FC(F)(F)C1=NOC(C1)=O trifluoromethyl-isoxazol-5(4H)-one